[Br-].[Br-].CC1(C(=C(C(=C1CCC)C)C)C)[Zr+2]C1C(=CC2=CC=CC=C12)C(C)C (1,2,3,4-tetramethyl-5-n-propylcyclopentadienyl)(2-isopropylindenyl)zirconium dibromide